1,3,5-tributyl-4-methylamino-1,2,4-triazolium (1,1-dimethoxyethyl)methylphosphinate COC(C)(OC)P([O-])(=O)C.C(CCC)[N+]=1N=C(N(C1CCCC)NC)CCCC